trans-11-pentadecen-1,15-lactone C1(CCCCCCCCC\C=C\CCCO1)=O